O=CC(CS(=O)(=O)[O-])C 2-ketomethylpropylsulfonate